COC=1C=2N(C=C(C1)C1=C(C=3N=C(SC3N1C(=O)OC(C)(C)C)C1CCC3(OCCO3)CC1)C=C)N=CN2 tert-butyl 5-(8-methoxy-[1,2,4]triazolo[1,5-a]pyridin-6-yl)-2-(1,4-dioxaspiro[4.5]decan-8-yl)-6-vinyl-4H-pyrrolo[3,2-d]thiazole-4-carboxylate